3-(4-morpholino-6-(5-(pyrrolidin-1-ylmethyl)thiophen-2-yl)-1,3,5-triazin-2-yl)phenol O1CCN(CC1)C1=NC(=NC(=N1)C=1SC(=CC1)CN1CCCC1)C=1C=C(C=CC1)O